N(1)-(4-Methylphenyl)biguanide CC1=CC=C(C=C1)NC(=N)NC(=N)N